4,8,11,14-hexadecatetraenoic acid C(CCC=CCCC=CCC=CCC=CC)(=O)O